CN(C)CC1=C(C=CC(=C1CN(C)C)CN(C)C)O 2,3,4-tris(dimethylaminomethyl)phenol